N-propoxy-1-[1-[[4-[5-(trifluoromethyl)-1,2,4-oxadiazol-3-yl]phenyl]methyl]pyrazol-4-yl]methanimine C(CC)ON=CC=1C=NN(C1)CC1=CC=C(C=C1)C1=NOC(=N1)C(F)(F)F